N-((3R,5R)-5-fluoro-1-methylpiperidin-3-yl)-4-(4-methoxyphenyl)phthalazin-1-amine F[C@@H]1C[C@H](CN(C1)C)NC1=NN=C(C2=CC=CC=C12)C1=CC=C(C=C1)OC